isothiocyanomethane-d3 N(=C=S)C([2H])([2H])[2H]